5-chlorocarbonyl-2,6-dimethyl-4-(3-nitrophenyl)-1,4-dihydropyridine-3-carboxylic acid methyl ester COC(=O)C1=C(NC(=C(C1C1=CC(=CC=C1)[N+](=O)[O-])C(=O)Cl)C)C